(E)-3-[4-[(E)-3-[4-(Chloromethyl)phenyl]-3-oxoprop-1-enyl]phenyl]-N-(oxan-2-yloxy)prop-2-enamide ClCC1=CC=C(C=C1)C(/C=C/C1=CC=C(C=C1)/C=C/C(=O)NOC1OCCCC1)=O